C(CCCCCCCCC)(=O)[O-].[Na+].N[C@@H](CC1=CNC2=CC=CC=C12)C(=O)O tryptophan sodium decanoate